6-bromo-2-fluoro-8-(trifluoromethyl)quinazoline BrC=1C=C2C=NC(=NC2=C(C1)C(F)(F)F)F